C(CCCCCCCCCCC\C=C/CCCCCCCC)(=O)NC1=CC=CC=C1 erucic acid anilide